FC1=CC=C(C=N1)C1=C(C=C2CNC(C2=C1)=O)OC(C)C1=CC=NC=C1 6-(6-fluoropyridin-3-yl)-5-(1-(pyridin-4-yl)ethoxy)isoindolin-1-one